C(C)(C)(C)OC(=O)N(C(OC(C)(C)C)=O)C1=NC(=CN=C1C(F)(F)F)Cl tert-butyl (tert-butoxycarbonyl)(6-chloro-3-(trifluoromethyl)pyrazin-2-yl)carbamate